CN1N=CC(=C1C)C1=CC(=NC2=C1C=1N=CN(C(C1S2)=N)N)C(F)(F)F 9-(1,5-dimethyl-1H-pyrazol-4-yl)-4-imino-7-(trifluoromethyl)pyrido[3',2':4,5]thieno[3,2-d]pyrimidin-3(4H)-amine